1,3-bis({[1-(3-chloro-5-fluorophenyl)-1H-1,2,4-triazol-5-yl]methyl})urea ClC=1C=C(C=C(C1)F)N1N=CN=C1CNC(=O)NCC1=NC=NN1C1=CC(=CC(=C1)F)Cl